ClC=1C(=NN2C1N=CC1=C2C(CC1C(=O)O)(C=1C=NN(C1)C)C)F 3-chloro-2-fluoro-8-methyl-8-(1-methyl-1H-pyrazol-4-yl)-7,8-dihydro-6H-cyclopenta[e]pyrazolo[1,5-a]pyrimidine-6-carboxylic acid